ClC1=C(C=C2N(C(C=3N(C2=C1)C=CN3)=O)C=3C(=NC=CC3)CC)C(F)(F)F (Sa)-8-chloro-5-(2-ethylpyridin-3-yl)-7-(trifluoromethyl)imidazo[1,2-a]Quinoxaline-4(5H)-on